4-((1S,4S,5R)-5-((5-cyclopropyl-3-(2,6-dichlorophenyl)isoxazol-4-yl)methoxy)-2-azabicyclo[2.2.1]heptan-2-yl)-2-methoxybenzoic acid C1(CC1)C1=C(C(=NO1)C1=C(C=CC=C1Cl)Cl)CO[C@H]1[C@@H]2CN([C@H](C1)C2)C2=CC(=C(C(=O)O)C=C2)OC